CC=1C=C(C=2N(C(C=C(N2)C=2C=CC3=C(NC(S3)=O)C2)=O)C1)[C@@H](C)NC1=C(C(=O)OC(C)(C)C)C=CC=C1 tert-butyl (R)-2-((1-(7-methyl-4-oxo-2-(2-oxo-2,3-dihydrobenzo[d]thiazol-5-yl)-4H-pyrido[1,2-a]pyrimidin-9-yl)ethyl)amino)benzoate